COC1=C(C=CC=C1C(=O)O)C1=CC=CC=C1 methoxy-[1,1'-biphenyl]-3-carboxylic acid